C(C)(=O)NC=1C=C(C=CC1OC1=NC=C(C=C1NS(=O)(=O)C1=CC(=C(C=C1)Cl)C(F)(F)F)C)NC(C=C)=O N-(3-acetamido-4-((3-((4-chloro-3-(trifluoromethyl)phenyl)sulfonamido)-5-methylpyridin-2-yl)oxy)phenyl)acrylamide